OCC1CN(CCOC1)CC1=CC(=C2CN(C(C2=C1)=O)C=1C=C(C=CC1)C1(CC(C1)C#N)CC1=NN=CN1C)C(F)(F)F (1r,3r)-3-(3-(6-((6-(hydroxymethyl)-1,4-oxaazepan-4-yl)methyl)-1-oxo-4-(trifluoromethyl)isoindolin-2-yl)phenyl)-3-((4-methyl-4H-1,2,4-triazol-3-yl)methyl)cyclobutane-1-carbonitrile